6-{[2-(1-methylpyrazol-4-yl)-4-pyridyl]oxy}-3-[2-(4-pyridyl)ethyl]quinazolin-4-one CN1N=CC(=C1)C1=NC=CC(=C1)OC=1C=C2C(N(C=NC2=CC1)CCC1=CC=NC=C1)=O